7-bromo-2H-benzopyran BrC1=CC2=C(C=CCO2)C=C1